(R,Z)-2-(3-((2-(4-(4-(2-amino-4-(difluoromethyl)pyrimidin-5-yl)-6-morpholino-1,3,5-triazin-2-yl)piperazin-1-yl)-2-oxoethoxy)methyl)piperidine-1-carbonyl)-3-cyclopropylacrylonitrile NC1=NC=C(C(=N1)C(F)F)C1=NC(=NC(=N1)N1CCOCC1)N1CCN(CC1)C(COC[C@H]1CN(CCC1)C(=O)\C(\C#N)=C/C1CC1)=O